2,2-DIAMINO-3-MERCAPTO-PROPIONIC ACID NC(C(=O)O)(CS)N